[Si](C1=CC=CC=C1)(C1=CC=CC=C1)(C(C)(C)C)OCCCC[C@H]1[C@@H](C1)C(=O)OC(C)(C)C tert-butyl rac-(trans)-2-[4-[tert-butyl(diphenyl)silyl]oxybutyl]cyclopropanecarboxylate